CN1[C@@H]2[C@H](CCC1)CN(C2)C(=O)OC(C)(C)C Tert-butyl (4aR,7aR)-1-methyloctahydro-6H-pyrrolo[3,4-b]pyridine-6-carboxylate